OC=1C=C(C=CC1)C1=CN=CO1 5-(3-hydroxyphenyl)oxazole